C(C=C)(=O)OCCO 2-Hydroxy-ethyl acrylate